3,3'-dihexyl-5-(methylthio)-2,2'-bithiophene C(CCCCC)C1=C(SC(=C1)SC)C=1SC=CC1CCCCCC